(2,2-difluoro-1,3-benzodioxol-4-yl)boronic acid FC1(OC2=C(O1)C=CC=C2B(O)O)F